COC1=CC(=C2C(=C1)OC(=C(C2=O)O)C3=CC(=C(C=C3)O)O)O The molecule is a monomethoxyflavone that is quercetin methylated at position 7. It has a role as a metabolite, an antioxidant and an anti-inflammatory agent. It is a monomethoxyflavone and a tetrahydroxyflavone. It derives from a quercetin.